COC=1C=C(C=C(C1)OC)N1C(N(C2=C(C1)C=NC(=N2)NC2=CC=C(C=C2)N2CCN(CC2)CC(=O)O)CC2=CC=C(C=C2)NC(CC)=O)=O 2-(4-(4-((6-(3,5-Dimethoxyphenyl)-7-oxo-8-(4-propionamidobenzyl)-5,6,7,8-tetrahydropyrimido[4,5-d]pyrimidin-2-yl)amino)phenyl)piperazin-1-yl)acetic acid